N-[5-(4-amino-2-methylphenyl)-1H-indazol-3-yl]-1-methylpiperidine-4-carboxamide dihydrochloride Cl.Cl.NC1=CC(=C(C=C1)C=1C=C2C(=NNC2=CC1)NC(=O)C1CCN(CC1)C)C